2-[6-(4-fluorophenyl)-4-[(6-methylpyridazin-3-yl)methylamino]quinazolin-8-yl]oxyacetic acid sodium salt [Na+].FC1=CC=C(C=C1)C=1C=C2C(=NC=NC2=C(C1)OCC(=O)[O-])NCC=1N=NC(=CC1)C